1-(6,7-dihydro-5H-benzo[6,7]cyclohepta[1,2-c]pyridazin-3-yl)-N3-(4-(4-(4-methylpiperazin-1-yl)piperidin-1-ylprop-1-enyl)phenyl)-1H-1,2,4-triazole-3,5-diamine N1=NC(=CC2=C1C1=C(CCC2)C=CC=C1)N1N=C(N=C1N)NC1=CC=C(C=C1)C=CCN1CCC(CC1)N1CCN(CC1)C